(4-chloro-2-(methylsulfonyl)phenyl)methylamine ClC1=CC(=C(C=C1)CN)S(=O)(=O)C